COC(=O)C1=NNC(=C1C1=C(C=CC=C1)Cl)C1=CC=CC=C1 (2-Chlorophenyl)-5-phenylpyrazole-3-carboxylic acid methyl ester